FC=1C=C(C=C(C1)C(F)(F)F)NC(=O)C1=CSC=2CN(CCC21)C(=O)C=2C=NN1C2N=CC=C1 N-(3-fluoro-5-(trifluoromethyl)phenyl)-6-(pyrazolo[1,5-a]pyrimidine-3-carbonyl)-4,5,6,7-tetrahydrothieno[2,3-c]pyridine-3-carboxamide